3-(3-Chloro-4-fluorophenyl)-1-(6-cyanopyridin-3-yl)-1-((1,4,5,7-tetrahydropyrano[3,4-c]pyrazol-3-yl)methyl)urea ClC=1C=C(C=CC1F)NC(N(CC=1C2=C(NN1)COCC2)C=2C=NC(=CC2)C#N)=O